2-Methylanthraquinone CC1=CC=2C(C3=CC=CC=C3C(C2C=C1)=O)=O